3-(N-((1,2,3,5,6,7-Hexahydro-s-indacen-4-yl)carbamoyl)sulfamoyl)-N,N,1-trimethyl-1H-pyrazole-5-carboxamide, sodium salt [Na].C1CCC2=C(C=3CCCC3C=C12)NC(=O)NS(=O)(=O)C1=NN(C(=C1)C(=O)N(C)C)C